8-bromo-2,4-dimethyl-4-(selenocyanatomethyl)isoquinoline-1,3(2H,4H)-dione BrC=1C=CC=C2C(C(N(C(C12)=O)C)=O)(C[Se]C#N)C